NC=1C2=C(N=CN1)N(C=C2C#CCNC(C2=CC=C(C(=O)NCCOCCOCCCCCCCl)C=C2)=O)[C@H]2O[C@H]([C@@H](C2)O)CO N1-(3-(4-amino-7-((2S,4R,5S)-4-hydroxy-5-(hydroxymethyl)tetrahydrofuran-2-yl)-7H-pyrrolo[2,3-d]pyrimidin-5-yl)prop-2-yn-1-yl)-N4-(2-(2-((6-chlorohexyl)oxy)ethoxy)ethyl)terephthalamide